α-phenylcyclohexaneglycolic acid C1(=CC=CC=C1)C(C(=O)O)(O)C1CCCCC1